ClC1=CC=C(OC2=CC=C(C(=O)O)C=C2)C=C1 4-(4-chlorophenoxy)benzoic acid